BrC1C=2N(C3=C(O1)C=C(C=C3)[2H])N=C(N2)CO[Si](C)(C)C(C)(C)C bromo-2-(((tert-butyldimethylsilyl)oxy)methyl)-4H-benzo[b][1,2,4]triazolo[1,5-d][1,4]oxazine-7-d